C(C1=CC=CC=C1)(=O)OC1=C(C=CC=C1OC)C=1SC2=C(N1)C=CC=C2 2-(benzothiazol-2-yl)-6-methoxyphenyl benzoate